Formaldehyd Dibutylacetal C(CCC)OCOCCCC